N-[[6-(pyrrolidin-1-yl)pyridin-2-yl]methyl]pyrazine-2-carboxamide N1(CCCC1)C1=CC=CC(=N1)CNC(=O)C1=NC=CN=C1